F[C@H]1[C@H](C1)C(=O)NC1=CC(=C(N=N1)C(=O)NC([2H])([2H])[2H])NC1=NC=CC=2C=3C([C@@H](N(C12)C)C)=NN(N3)C |o1:1,2,28| rel-6-((1R,2R)-2-fluorocyclopropane-1-carboxamido)-N-(methyl-d3)-4-(((S)-2,4,5-trimethyl-4,5-dihydro-2H-[1,2,3]triazolo[4,5-c][1,7]naphthyridin-6-yl)amino)pyridazine-3-carboxamide